36-hydroxyhexatriacontyl laurate C(CCCCCCCCCCC)(=O)OCCCCCCCCCCCCCCCCCCCCCCCCCCCCCCCCCCCCO